2-(3-fluoro-5-isopropyl-2-methoxyphenyl)-2-((R)-3-((5-(3-methyl-5,6,7,8-tetrahydro-1,8-naphthyridin-2-yl)pentyl)oxy)pyrrolidin-1-yl)acetic acid FC=1C(=C(C=C(C1)C(C)C)C(C(=O)O)N1C[C@@H](CC1)OCCCCCC1=NC=2NCCCC2C=C1C)OC